Hydroxyethyl-Heptadecanyl-Imidazolin OCCC=1N(CCN1)CCCCCCCCCCCCCCCCC